5-(triethoxysilyl)-2-norbornene C(C)O[Si](C1C2C=CC(C1)C2)(OCC)OCC